(R)-2-(4-(1-(2,6-bis(benzyloxy)pyridin-3-yl)-3-methyl-2-oxo-2,3-dihydro-1H-benzo[d]imidazol-5-yl)-5,6-dihydropyridin-1(2H)-yl)propanoic acid C(C1=CC=CC=C1)OC1=NC(=CC=C1N1C(N(C2=C1C=CC(=C2)C2=CCN(CC2)[C@@H](C(=O)O)C)C)=O)OCC2=CC=CC=C2